2'-[6-amino-5-(trifluoromethyl)pyridin-3-yl]-N-[(1R)-1-(1-phenyl-1H-pyrazol-4-yl)ethyl]-5',6'-dihydrospiro[azetidine-3,4'-pyrrolo[1,2-b]pyrazole]-1-carboxamide NC1=C(C=C(C=N1)C=1C=C2N(N1)CCC21CN(C1)C(=O)N[C@H](C)C=1C=NN(C1)C1=CC=CC=C1)C(F)(F)F